C(C)(=O)O[C@H]([C@@H](CN=[N+]=[N-])OC(C)=O)[C@@H]1O[C@](C[C@@H]([C@H]1NS(=O)(=O)C1=C(C=CC=C1)[N+](=O)[O-])OC(C)=O)(SC1=CC=C(C=C1)C)C(=O)OC (1R,2R)-1-((2R,3R,4S,6R)-4-acetoxy-6-(methoxycarbonyl)-3-((2-nitrophenyl) sulfonamido)-6-(p-tolylthio) tetrahydro-2H-pyran-2-yl)-3-azidopropane-1,2-diyl diacetate